methyl (Z)-2-[5-(4-iodopyrazol-1-yl)-2-methyl-phenoxy]-3-methoxy-prop-2-enoate IC=1C=NN(C1)C=1C=CC(=C(O\C(\C(=O)OC)=C/OC)C1)C